1,2-dideutero-4,7-dimethyl-2,3-dihydro-1H-indene [2H]C1C(CC2=C(C=CC(=C12)C)C)[2H]